ClC1=C(C=CC(=C1)C)C=1CCSC2=C(C1C=1C=NC(=CC1)O[C@@H]1CN(CC1)CCCF)C=CC(=C2)O 4-(2-Chloro-4-methylphenyl)-5-[6-[(3S)-1-(3-fluoropropyl)pyrrolidin-3-yl]oxy-3-pyridyl]-2,3-dihydro-1-benzothiepin-8-ol